tert-butyl (2-((2-(2-(4-((5-(((5-(tert-butyl)oxazol-2-yl) methyl)thio)thiazol-2-yl)carbamoyl)piperidin-1-yl)acetamido)ethyl)(methyl)amino)ethyl)carbamate C(C)(C)(C)C1=CN=C(O1)CSC1=CN=C(S1)NC(=O)C1CCN(CC1)CC(=O)NCCN(CCNC(OC(C)(C)C)=O)C